O=C1NC(CCC1N1C(C2=CC=CC(=C2C1=O)OCCCCCO)=O)=O 2-(2,6-dioxopiperidin-3-yl)-4-((5-hydroxypentyl)oxy)isoindoline-1,3-dione